4-((2-cyano-4-fluorophenyl)thio)-6-(6-((2-hydroxyethyl)(methyl)amino)pyridin-3-yl)pyrazolo[1,5-a]pyridine-3-carbonitrile C(#N)C1=C(C=CC(=C1)F)SC=1C=2N(C=C(C1)C=1C=NC(=CC1)N(C)CCO)N=CC2C#N